2-(4-cyclopropyl-2-(methoxymethoxy)phenyl)-9-diazo-8-oxo-2,3,4,5a,6,7,8,9-octahydro-5H-1,2,5,7-tetraazabenzo[cd]azulene-5-carboxylate C1(CC1)C1=CC(=C(C=C1)N1N=C2C(C(NCC3C2=C1CCN3C(=O)[O-])=O)=[N+]=[N-])OCOC